NC1=NC=NN2C1=C(C(=N2)C2=CC(=C(C=C2)NC(C=C)=O)F)C2=CC=C(C=C2)OC2=NC=CC=N2 N-(4-(4-amino-5-(4-(pyrimidin-2-yloxy)phenyl)pyrazolo[5,1-f][1,2,4]triazin-6-yl)-2-fluorophenyl)acrylamide